C[C@@H]1N([C@@H](CN(C1)C1=NN2C(=NC(=CC2=O)OS(=O)(=O)C2=CC=C(C=C2)C)S1)C)C(=O)OC(C)(C)C tert-butyl (2S,6R)-2,6-dimethyl-4-[5-oxo-7-(p-tolylsulfonyloxy)-[1,3,4]thiadiazolo[3,2-a]pyrimidin-2-yl]piperazine-1-carboxylate